5-((S)-2-cyclohexyl-2-(3-((3,5-dimethyl-1H-pyrazol-4-yl)oxy)benzamido)acetamido)-2-((R)-4-isopropyl-2-oxoimidazolidin-1-yl)-N-methyl-2,3-dihydro-1H-indene-2-carboxamide C1(CCCCC1)[C@@H](C(=O)NC=1C=C2CC(CC2=CC1)(C(=O)NC)N1C(N[C@@H](C1)C(C)C)=O)NC(C1=CC(=CC=C1)OC=1C(=NNC1C)C)=O